S-((9H-Fluoren-9-yl)methyl) 4-(4,4-dimethylpiperidin-1-yl)benzothioate CC1(CCN(CC1)C1=CC=C(C(SCC2C3=CC=CC=C3C=3C=CC=CC23)=O)C=C1)C